3-(4-amino-7-methyl-7H-pyrrolo[2,3-d]pyrimidin-6-yl)pyrrolidine-1-carboxylic acid tert-butyl ester C(C)(C)(C)OC(=O)N1CC(CC1)C1=CC2=C(N=CN=C2N)N1C